3-(2-amino-[1,2,4]triazolo[1,5-a]pyridin-7-yl)-N-(3-(4-chlorophenyl)-2,2-difluoro-3-hydroxypropyl)-2-fluoro-6-methylbenzamide NC1=NN2C(C=C(C=C2)C=2C(=C(C(=O)NCC(C(O)C3=CC=C(C=C3)Cl)(F)F)C(=CC2)C)F)=N1